tert-butyl 4-[4-[4-[(2-oxo-1-phenyl-pyridine-3-carbonyl)amino]anilino]-1,7-naphthyridin-6-yl]piperazine-1-carboxylate O=C1N(C=CC=C1C(=O)NC1=CC=C(NC2=CC=NC3=CN=C(C=C23)N2CCN(CC2)C(=O)OC(C)(C)C)C=C1)C1=CC=CC=C1